CC1(NC(CC(C1)N(C(CCCCC)N)C1CC(NC(C1)(C)C)(C)C)(C)C)C N,N-bis(2,2,6,6-tetramethylpiperidin-4-yl)hexanediamine